C(C)(C)(C)OC(=O)N1CC(C(C1)=O)(C)C 3,3-dimethyl-4-oxo-pyrrolidine-1-carboxylic acid tert-butyl ester